O1CCC(CC1)C1=NNC=C1OC1=C2C(=NC=C1)N(C=C2)S(=O)(=O)C2=CC=C(C)C=C2 4-((3-(tetrahydro-2H-pyran-4-yl)-1H-pyrazol-4-yl)oxy)-1-tosyl-1H-pyrrolo[2,3-b]pyridine